C(C)(C)(C)OC(=O)NC[C@H]1N(CC2=CC=CC=C2C1)C(=O)OCC1=CC=CC=C1 benzyl (3S)-3-{[(tert-butoxycarbonyl) amino] methyl}-3,4-dihydroisoquinoline-2(1H)-carboxylate